F[C@H]1CN(CC[C@@H]1NC1=NN2C(C(=N1)OC)=C(C=C2)C=2C=CC1=C(N(C(=N1)C)CCF)C2)C2COC2 N-((3S,4S)-3-fluoro-1-(oxetan-3-yl)piperidin-4-yl)-5-(1-(2-fluoroethyl)-2-methyl-1H-benzo[d]imidazol-6-yl)-4-methoxypyrrolo[2,1-f][1,2,4]triazin-2-amine